FC(C1=CC=C(C=C1)/C=C/C(=O)NCC(=O)N1CC=2N(C[C@@H]1C(=O)OC(C)(C)C)N=CC2)(F)F tert-butyl (6R)-5-[2-[[(E)-3-[4-(trifluoromethyl)phenyl]prop-2-enoyl]amino]acetyl]-6,7-dihydro-4H-pyrazolo[1,5-a]pyrazine-6-carboxylate